O-(((1r,4r)-4-(difluoromethoxy)cyclohexyl)methyl) S-methyl carbonodithioate C(OCC1CCC(CC1)OC(F)F)(=S)SC